ClC1=NC=2C=CC=CC2C2=C1CCC2 4-chloro-2,3-dihydro-1H-cyclopenta[c]quinoline